Ethylenebisoleic acid C(CCCCCCCCC\C=C/CCCCCCCC(=O)O)CCCCCCCC\C=C/CCCCCCCC(=O)O